C(C)(C)(C)OC(=O)N1C=CC2=C(C(=CC(=C12)C)CC#C)CN1[C@@H](CC2(CCCO2)CC1)C1=CC=C(C=C1)C(=O)OC 4-(((7S)-7-(4-(methoxycarbonyl)phenyl)-1-oxa-8-Azaspiro[4.5]dec-8-yl)methyl)-7-methyl-5-(prop-2-yn-1-yl)-1H-indole-1-carboxylic acid tert-butyl ester